CN1CCC(CC1)CCNC(C1=CC(=CC=C1)CNC1=NC=C(C2=C1CCO2)C2=CC=NC=C2)=O N-(2-(1-Methylpiperidin-4-yl)ethyl)-3-(((7-(pyridin-4-yl)-2,3-dihydrofuro[3,2-c]pyridin-4-yl)amino)methyl)benzamid